copper(I) azide [Cu]N=[N+]=[N-]